OCCCCN(CCOC(=O)OC(C(=O)OCCCCCCCC(OC(CCCCCC)CCCCCCCC)=O)CCC(=O)OCCCCCCCC(OC(CCCCCC)CCCCCCCC)=O)C bis(8-oxo-8-(pentadecan-7-yloxy)octyl) 2-(((2-((4-hydroxybutyl)(methyl)amino)ethoxy)carbonyl)oxy)pentanedioate